C(C)(C)(C)OC(=O)N1CC2=CC(=CC=C2CC1)OC(C)C1=CC=CC=C1 7-(1-phenylethoxy)-3,4-dihydroisoquinoline-2(1H)-carboxylic acid tert-butyl ester